FC=1C=C(C=NC1)[C@H](CNC(C)(C1CCC(CC1)OC)C)O (R)-1-(5-fluoro-3-pyridyl)-2-{1-methyl-1-[(1r,4R)-4-methoxycyclohexyl]ethylamino}-1-ethanol